NC(C(=O)O)(CCCCB(O)O)C(O)C1CNC1 2-amino-2-(azetidin-3-yl(hydroxy)methyl)-6-boronohexanoic acid